[4-(4-methyl-3-pyridinyl)thiazol-2-yl]pyridine-3-carboxamide CC1=C(C=NC=C1)C=1N=C(SC1)C1=NC=CC=C1C(=O)N